tert-butyl 3-[bis[(4-methoxyphenyl)methyl]sulfamoyl]azetidine-1-carboxylate COC1=CC=C(C=C1)CN(S(=O)(=O)C1CN(C1)C(=O)OC(C)(C)C)CC1=CC=C(C=C1)OC